(S)-2-((3S,5S,6S,8R,9S,10R,13S,14S,17S)-3,6-bis((tert-butyldimethylsilyl)oxy)-10,13-dimethylhexadecahydro-1H-cyclopenta[a]phenanthren-17-yl)octan-2-ol [Si](C)(C)(C(C)(C)C)O[C@H]1CC[C@@]2([C@H]3CC[C@@]4([C@H](CC[C@H]4[C@@H]3C[C@@H]([C@H]2C1)O[Si](C)(C)C(C)(C)C)[C@](C)(CCCCCC)O)C)C